2'-Fluoro-6'-((4-methoxybenzyl)oxy)-5-methyl-[4,4'-bipyridin]-2-amine FC1=NC(=CC(=C1)C1=CC(=NC=C1C)N)OCC1=CC=C(C=C1)OC